COC=1C=C(C=C(C1)OC)C=1C2C3C=CC(C2C1C)C3 3-(3,5-dimethoxyphenyl)-4-methyltricyclo[4.2.1.02,5]non-3,7-diene